ClC1=C(C=C(C=C1)F)C1=CC=C(N=N1)N(CC1=CSC=2CN(CCC21)CC2CCOCC2)C 6-(2-chloro-5-fluorophenyl)-N-methyl-N-((6-((tetrahydro-2H-pyran-4-yl)methyl)-4,5,6,7-tetrahydrothieno[2,3-c]pyridin-3-yl)methyl)pyridazin-3-amine